C(\C=C/CCCCCC)N (Z)-2-nonen-1-amine